(±)-(1S,2R,3S)-3-((5-(hydroxymethyl)-2-(methylsulfanyl)pyrimidin-4-yl)amino)-2-methylcyclohexane-1-ol OCC=1C(=NC(=NC1)SC)N[C@@H]1[C@H]([C@H](CCC1)O)C |r|